tert-butyl (3R)-3-[6-(dibenzylamino)-8-oxo-7,8-dihydro-9H-purin-9-yl]pyrrolidin-1-carboxylate C(C1=CC=CC=C1)N(C1=C2NC(N(C2=NC=N1)[C@H]1CN(CC1)C(=O)OC(C)(C)C)=O)CC1=CC=CC=C1